C(#N)C=1C(=CC(=NC1)NC1CCN(CC1)C(=O)OC(C)(C)C)C1=C2C=NN(C2=CC=C1)COCC[Si](C)(C)C tert-butyl 4-((5-cyano-4-(1-((2-(trimethylsilyl)ethoxy)methyl)-1H-indazol-4-yl)pyridin-2-yl)amino)piperidine-1-carboxylate